N-[4-[trans-4-Amino-3-(3-chloro-1H-indol-2-yl)pyrazolo[3,4-d]pyrimidin-1-yl]cyclohexyl]cyclopropanecarboxamide NC1=C2C(=NC=N1)N(N=C2C=2NC1=CC=CC=C1C2Cl)C2CCC(CC2)NC(=O)C2CC2